3,5-dihydroxyterephthalic acid OC=1C=C(C(=O)O)C=C(C1C(=O)O)O